trifluoropropyl-methyl-diisopropyloxysilane FC(CC[Si](OC(C)C)(OC(C)C)C)(F)F